O.Cl.ClC1=C(C(=CC=C1)Cl)CC(=O)N1[C@H](C2=CC=CC(=C2C[C@@H]1CO)C=1C=NN(C1)C)C 2-(2,6-dichlorophenyl)-1-((1s,3r)-3-(hydroxymethyl)-1-methyl-5-(1-methyl-1H-pyrazol-4-yl)-3,4-dihydroisoquinolin-2(1H)-yl)ethan-1-one hydrochloride monohydrate